4'-((2-(Tert-butyl)-1H-imidazol-1-yl)methyl)-5-isobutyl-N-(5-(trifluoromethyl)pyrimidin-2-yl)-[1,1'-biphenyl]-2-sulfonamide C(C)(C)(C)C=1N(C=CN1)CC1=CC=C(C=C1)C=1C(=CC=C(C1)CC(C)C)S(=O)(=O)NC1=NC=C(C=N1)C(F)(F)F